FC(C1=C(C=C2CCCN(C2=C1)C1=NN(C2=C1CN(CC2)C(C)=O)C2CCOCC2)C=2C=NC(=NC2)F)F 1-(3-(7-(difluoromethyl)-6-(2-fluoropyrimidin-5-yl)-3,4-dihydroquinolin-1(2H)-yl)-1-(tetrahydro-2H-pyran-4-yl)-1,4,6,7-tetrahydro-5H-pyrazolo[4,3-c]pyridin-5-yl)ethan-1-one